4-acetyl-1-(2-(2,2,7-trifluoro-3-oxo-6-(perfluorophenyl)-2,3-dihydro-4H-benzo[b][1,4]oxazin-4-yl)acetyl)piperazine-2-carboxylate C(C)(=O)N1CC(N(CC1)C(CN1C2=C(OC(C1=O)(F)F)C=C(C(=C2)C2=C(C(=C(C(=C2F)F)F)F)F)F)=O)C(=O)[O-]